2-Cyanoethyltriethoxysilane C(#N)CC[Si](OCC)(OCC)OCC